CC1=C(OC=2C(=CC(N(C2)C)=O)C=2C3=C(C(N(C2)C)=O)NC(=C3)C(=O)NC3CCN(CC3)C)C(=CC=C1)C 4-(5-(2,6-dimethylphenoxy)-1-methyl-2-oxo-1,2-dihydropyridin-4-yl)-6-methyl-N-(1-methylpiperidin-4-yl)-7-oxo-6,7-dihydro-1H-pyrrolo[2,3-c]pyridine-2-carboxamide